((1R)-1-(2-(cyclopropylmethyl)-3-((3-methoxybenzyl)amino)-3-oxopropionamido)-2-(p-tolyl)ethyl)boric acid C1(CC1)CC(C(=O)N[C@@H](CC1=CC=C(C=C1)C)OB(O)O)C(=O)NCC1=CC(=CC=C1)OC